triphenylmethyl-L-homoserine diethylammonium salt C(C)[NH2+]CC.C1(=CC=CC=C1)C(C1=CC=CC=C1)(C1=CC=CC=C1)N[C@@H](CCO)C(=O)[O-]